ClC1=CC=C(C=C1)C=1C=C(C(N(N1)C=1C=NN(C1)C)=O)C(=O)N[C@@H]1C=2C=CC=NC2CCC1 (S)-6-(4-chlorophenyl)-2-(1-methyl-1H-pyrazol-4-yl)-3-oxo-N-(5,6,7,8-tetrahydroquinolin-5-yl)-2,3-dihydropyridazine-4-carboxamide